C(C)(C)(C)OC(=O)N1CC(=CCC1)C1COC2=C1C=CC(=C2)F.FC2=C(C=CC(=C2)F)C2=NOC(=N2)C2C(C2)(C)C2=CC=C(C=C2)S(=O)(=O)N 4-{2-[3-(2,4-difluorophenyl)-1,2,4-oxadiazol-5-yl]-1-methylcyclopropyl}benzenesulfonamide tert-butyl-3-(6-fluoro-2,3-dihydro-1-benzofuran-3-yl)-5,6-dihydro-2H-pyridine-1-carboxylate